(tetrahydro-1H-pyrrolizin-7a(5H)-yl)methanol C1CCN2CCCC12CO